2-Bromo-4,5-dihydro-6H-thieno[2,3-c]pyrrole-6-one BrC1=CC2=C(C(NC2)=O)S1